tert-butyl 4-[[1-[2-[4-(4,4,5,5-tetramethyl-1,3,2-dioxaborolan-2-yl)phenoxy]ethyl]-4-piperidyl]methyl]piperazine-1-carboxylate CC1(OB(OC1(C)C)C1=CC=C(OCCN2CCC(CC2)CN2CCN(CC2)C(=O)OC(C)(C)C)C=C1)C